(2-(3,8-diazabicyclo[3.2.1]octan-8-yl)-6,7-dihydrothiazolo[5,4-c]pyridin-5(4H)-yl)(benzofuran-2-yl)methanone C12CNCC(CC1)N2C=2SC=1CN(CCC1N2)C(=O)C=2OC1=C(C2)C=CC=C1